OCC1C=CC=CC=1O O-hydroxybenzyl alcohol